(2S,3R)-1-benzhydryl-3-hydroxy-2-methylazacyclobutylium C(C1=CC=CC=C1)(C1=CC=CC=C1)[NH+]1[C@H]([C@@H](C1)O)C